[Al].[Al].[Al].[Ti] TITANIUM ALUMINIDE